Cl.NC1=C2C(=NC=N1)N(N=C2C2=NOC(=C2C2=NC=C(C=N2)C2CCN(CC2)C(=O)OCC(=O)O)C2CC2)C(C)(C)C 2-[4-[2-[3-(4-amino-1-tert-butyl-pyrazolo[3,4-d]pyrimidin-3-yl)-5-cyclopropyl-isoxazol-4-yl]pyrimidin-5-yl]piperidine-1-carbonyl]oxyacetic acid hydrochloride